C(C)N1C2=CC(=CC=C2C=2C=C(C=CC12)CN1CC=2N(CCC1)N=C(C2)C(=O)NC=2SC1=C(N2)C=CC(=C1)NS(=O)(=O)C=1SC=CC1)C=1SC=C(C1)C 5-[[9-ethyl-7-(4-methyl-2-thienyl)carbazol-3-yl]methyl]-N-[6-(2-thienylsulfonylamino)-1,3-benzothiazol-2-yl]-4,6,7,8-tetrahydropyrazolo[1,5-a][1,4]diazepine-2-carboxamide